FC1=CN=CNC1=O 5-fluoro-1H-pyrimidin-6-one